5,10,15,20-tetrakis(4-iodophenyl)porphyrin IC1=CC=C(C=C1)C=1C2=CC=C(N2)C(=C2C=CC(C(=C3C=CC(=C(C=4C=CC1N4)C4=CC=C(C=C4)I)N3)C3=CC=C(C=C3)I)=N2)C2=CC=C(C=C2)I